FC(C1=NC=CC(=C1)C=1C(=NN2C1COC(C2)(C)C)C2=NC=C(C=C2)F)F 3-(2-(difluoromethyl)pyridin-4-yl)-2-(5-fluoropyridin-2-yl)-6,6-dimethyl-6,7-dihydro-4H-pyrazolo[5,1-c][1,4]oxazine